ClC=1C=C(CNCCCCOCCNC=2C=3C=NNC3C=C(C2)C2=COC=C2)C=CC1OC(F)(F)F N-(2-(4-((3-chloro-4-(trifluoromethoxy)benzyl)amino)butoxy)ethyl)-6-(furan-3-yl)-1H-indazol-4-amine